C12(CC3CC(CC(C1)C3)C2)NCCCC#CC2=C3C(N(C(=NC3=CC=C2)C)C2C(NC(CC2)=O)=O)=O 3-(5-(5-(((3s,5s,7s)-adamantan-1-yl)amino)pent-1-yn-1-yl)-2-methyl-4-oxoquinazoline-3(4H)-yl)piperidine-2,6-dione